1-(cyanomethyl)-5-[(4S)-2,2-dimethyloxacyclohexan-4-yl]-N-methyl-N-phenylindole-2-Carboxamide C(#N)CN1C(=CC2=CC(=CC=C12)[C@@H]1CC(OCC1)(C)C)C(=O)N(C1=CC=CC=C1)C